2-methyl-propionic acid trifluoroacetate salt FC(C(=O)O)(F)F.CC(C(=O)O)C